C1(=CC(=C(C=2C3=C(C(=CC(=C3N(C12)C1=C(C=CC=C1)B(O)O)[2H])[2H])[2H])[2H])[2H])[2H] (2-(9H-carbazol-9-yl-1,3,4,5,6,8-d6)phenyl)boronic acid